2-pyrimidin-2-ylpropan-2-amine N1=C(N=CC=C1)C(C)(C)N